C(#N)C=1C=CC(=C(C1)N1/C(/SCC1=O)=N/C(=O)NC1=C(C=C(C=C1)C1=NN(C=N1)C1=CC=C(C=C1)OC(F)(F)F)F)C(C)C (Z)-1-(3-(5-cyano-2-isopropylphenyl)-4-oxothiazolidin-2-ylidene)-3-(2-fluoro-4-(1-(4-(trifluoromethoxy)phenyl)-1H-1,2,4-triazol-3-yl)phenyl)urea